(3-methylquinolin-6-yl)boronic acid CC=1C=NC2=CC=C(C=C2C1)B(O)O